2-fluoro-4-[5-(4-methoxy-phenyl)-1-methyl-2-(methyl-piperidin-4-yl-amino)-6-oxo-1,6-dihydro-pyrimidin-4-yl]-benzonitrile FC1=C(C#N)C=CC(=C1)C=1N=C(N(C(C1C1=CC=C(C=C1)OC)=O)C)N(C1CCNCC1)C